CCC(CC=C)S(=O)(=O)[O-] hex-5-ene-3-sulfonate